C(C)(=O)N1CC[C@@H]2N(C([C@H](C1)NC(=O)OC(C)(C)C)=O)[C@@H](CC2)C(=O)O (5S,8S,10aR)-3-acetyl-5-[(tert-butoxycarbonyl)amino]-6-oxo-octahydropyrrolo[1,2-a][1,5]diazocine-8-carboxylic acid